2-chloro-5-fluoro-N-(4-(1-isopropyl-4-(trifluoromethyl)-1H-imidazol-2-yl)benzyl)-N-methylpyrimidin-4-amine ClC1=NC=C(C(=N1)N(C)CC1=CC=C(C=C1)C=1N(C=C(N1)C(F)(F)F)C(C)C)F